COC(=O)C1(C(N(C=2C=C3C(=NC(=NC3=CC21)C)Cl)C)=O)C 4-chloro-2,6,8-trimethyl-7-oxo-7,8-dihydro-6H-pyrrolo[2,3-g]quinazoline-8-carboxylic acid methyl ester